C(=O)(O)CN(CCN([C@@H](CO)C(=O)O)CC(=O)O)CC(=O)O N-[2-[bis(carboxymethyl)amino]ethyl]-N-(carboxymethyl)-serine